2,4-bis(trifluoromethyl)-6-(2-oxoimidazolidin-1-yl)phenyl (3-chloro-2,4-difluorophenyl)(methyl)carbamate ClC=1C(=C(C=CC1F)N(C(OC1=C(C=C(C=C1N1C(NCC1)=O)C(F)(F)F)C(F)(F)F)=O)C)F